C(C)(C)[C@H]1CN(CC1)C=1C=C(C=CC1C(=O)N1CCN(CC1)CCC)NC(=O)C1CC1 (S)-N-(3-(3-isopropylpyrrolidin-1-yl)-4-(4-propylpiperazine-1-carbonyl)phenyl)cyclopropanecarboxamide